1-(5-chloro-3-fluoropyridin-2-yl)-3-(3-hydroxycyclobutyl)-4-(4-(trifluoromethyl)benzyl)piperazine-2,5-dione ClC=1C=C(C(=NC1)N1C(C(N(C(C1)=O)CC1=CC=C(C=C1)C(F)(F)F)C1CC(C1)O)=O)F